4-(2-chlorophenyl)-2-(8,8-difluoro-2-(2-propenoyl)-2,6-diazaspiro[3.4]octan-6-yl)-7-(1-methyl-1H-pyrazol-5-yl)-3-quinolinecarbonitrile ClC1=C(C=CC=C1)C1=C(C(=NC2=CC(=CC=C12)C1=CC=NN1C)N1CC2(CN(C2)C(C=C)=O)C(C1)(F)F)C#N